ethyl (E)-4-({4-[7-chloro-10-(2-hydroxyethyl)-11-oxo-10,11-dihydro-5H-dibenzo[b,e][1,4]diazepin-5-yl]butyl}amino)but-2-enoate ClC1=CC2=C(N(C(C3=C(N2CCCCNC/C=C/C(=O)OCC)C=CC=C3)=O)CCO)C=C1